C1(=C(C=CC=C1)N(C1=C(C=CC=C1)B(O)O)C1=CC=CC=2C3=CC=CC=C3C(C12)(C)C)C1=CC=CC=C1 (2-([1,1'-biphenyl]-2-yl-(9,9-dimethyl-9H-fluoren-1-yl)amino)phenyl)boronic acid